OCC1CN(CC2N1CCCN2)CC(CC)C 6-(hydroxymethyl)-8-(2-methylbutyl)hexahydro-4H-pyrazino[1,2-a]pyrimidine